FC(C=1C=C2C=3C(=C(C(=C(C3NC2=CC1)C(=O)OCC)C(=O)OCC)C(=O)OCC)C(=O)OCC)(F)F tetraethyl 6-(trifluoromethyl)-9H-carbazole-1,2,3,4-tetracarboxylate